C(C)OC(C(CCCC(F)(F)F)N)=O.O([Si](C)(C)C(C)(C)C)C(=O)C1(C2C(CC(C1)C2)[Si](OC)(OC)C)C(=O)O[Si](C)(C)C(C)(C)C 2-tert-butyldimethylsiloxycarbonyl-2-tert-butyldimethylsiloxycarbonyl-6-methyldimethoxysilylnorbornane ethyl-2-amino-6,6,6-trifluorohexanoate